C(C)[C@@H]1CN(S(C2=C(O1)N=CC=C2)(=O)=O)CC=2C=C(C=CC2C)C(CC(=O)O)C2=CC=1N(C=C2)C(=NN1)C(F)(F)F 3-(3-(((R)-4-Ethyl-1,1-dioxido-3,4-dihydro-2H-pyrido[2,3-b][1,4,5]oxathiazepin-2-yl)methyl)-4-methylphenyl)-3-(3-(trifluoromethyl)-[1,2,4]triazolo[4,3-a]pyridin-7-yl)propanoic acid